COC(=O)N1C2COCC1CC(C2)N2CCC(CC2)C(=O)N2C=CC=CC=C2 7-[4-(Azepin-1-ylcarbonyl)piperidin-1-yl]-3-oxa-9-azabicyclo[3.3.1]nonane-9-carboxylic acid methyl ester